tert-butyl 4-(2-chloro-6-methyl-5-nitropyrimidin-4-yl)piperazine-1-carboxylate ClC1=NC(=C(C(=N1)N1CCN(CC1)C(=O)OC(C)(C)C)[N+](=O)[O-])C